(S)-4-(1-phenylethoxy)piperidine C1(=CC=CC=C1)[C@H](C)OC1CCNCC1